N-(3-methoxycyclobutyl)-3-(5'-(methylsulfonamido)spiro[cyclohexane-1,3'-indoline]-1'-carbonyl)benzenesulfonamide COC1CC(C1)NS(=O)(=O)C1=CC(=CC=C1)C(=O)N1CC2(C3=CC(=CC=C13)NS(=O)(=O)C)CCCCC2